O[C@@H]1C[C@H](CCC1)[C@H]1N(C[C@@H](CC1)C)C(C(=O)NC1=NC=CC=C1C(=O)N)=O [[2-[(2S,5R)-2-[(1S,3S)-3-hydroxycyclohexyl]-5-methyl-1-piperidyl]-2-oxo-acetyl]amino]pyridine-3-carboxamide